O1C=C(OC=C1)S(=O)(=O)N [1,4]dioxin-3-sulfonamide